P(=O)(OC(C)(C)C)(OC(C)(C)C)OC1=C(C=CC=C1)CNC di-tert-butyl (2-((methylamino)methyl)phenyl) phosphate